C1CCC(C1)NC2=C3C(=NC(=N2)Cl)N(C=N3)[C@H]4[C@@H]([C@@H]([C@H](O4)CO)O)O 2-Chloro-N6-cyclopentyladenosine